9b-hydroxy-7-isopropyl-4b-methoxy-4b,9b-dihydro-10H-indeno[1,2-b]benzofuran-10-one OC12C(OC3=C1C=CC(=C3)C(C)C)(C3=CC=CC=C3C2=O)OC